Cl.NCC(=O)N[C@H](C(=O)N1[C@@H](C[C@H](C1)O)C(=O)NCC1=CC=C(C=C1)C1=C(N=CS1)C)C(C)(C)C (2S,4r)-1-((S)-2-(2-aminoacetamido)-3,3-dimethylbutyryl)-4-hydroxy-N-(4-(4-methylthiazol-5-yl)benzyl)pyrrolidine-2-carboxamide hydrochloride